(Z)-N'-hydroxy-3-methyl-4-nitrobenzamidine O\N=C(\C1=CC(=C(C=C1)[N+](=O)[O-])C)/N